N-{4-[3-Chloro-7-(pyridin-2-yl)-5H-pyrrolo[3,2-c]pyridazin-6-yl]pyridin-2-yl}-4,4-difluoro-2-(4-fluorophenyl)butanamid ClC1=CC2=C(N=N1)C(=C(N2)C2=CC(=NC=C2)NC(C(CC(F)F)C2=CC=C(C=C2)F)=O)C2=NC=CC=C2